6-[[5-Chloro-3-(2,2,2-trifluoroethoxy)-2-pyridyl]oxy]-N-(3-methyl-1,1-dioxo-thietan-3-yl)imidazo[1,2-a]pyridine-2-carboxamide ClC=1C=C(C(=NC1)OC=1C=CC=2N(C1)C=C(N2)C(=O)NC2(CS(C2)(=O)=O)C)OCC(F)(F)F